aminopyridinyl-imidazo[4,5-b]pyridine NC1=CC=C2C(=N1)N=C(N2)C2=NC=CC=C2